FC1=C(C=CC(=C1)F)[C@]([C@@H](C)N1CCC(CC1)=CC(=O)N)(CN1N=CN=C1)O 2-(1-((2r,3r)-3-(2,4-difluorophenyl)-3-hydroxy-4-(1H-1,2,4-triazol-1-yl)-2-butyl)piperidin-4-ylidene)acetamide